Hydroxycinnamyl Alcohol C1=CC=C(C=C1)C=CC(O)O